FC1=C(C=CC=C1F)[C@H]1CN(CC12CCC2)C(=O)C2=CN=CC(N2)=O (S)-6-(8-(2,3-difluorophenyl)-6-azaspiro[3.4]octane-6-carbonyl)pyrazin-2(1H)-one